(S)-1-(1-(difluoromethyl)-3-hydroxycyclobutyl)-3-methoxy-N-(6-(5-methyl-6,7-dihydro-5H-pyrrolo[2,1-c][1,2,4]triazol-3-yl)pyridin-2-yl)-1H-pyrazole-4-carboxamide FC(C1(CC(C1)O)N1N=C(C(=C1)C(=O)NC1=NC(=CC=C1)C=1N2C(=NN1)CC[C@@H]2C)OC)F